Cl.NCCC1C(C=CC1=O)=O (2-aminoethyl)cyclopent-4-ene-1,3-dione hydrochloride